3,3,5-trimethyl-N-pentylmorpholine-4-carboxamide CC1(N(C(COC1)C)C(=O)NCCCCC)C